ClC1=C(N(C(C=2CN3[C@@H](COC21)CN(CC3)C(C=C)=O)=O)C)C3=C(C=CC=C3O)F (6aR)-4-Chloro-3-(2-fluoro-6-hydroxyphenyl)-2-methyl-8-(prop-2-enoyl)-2,6,6a,7,8,9,10,12-octahydro-1H-pyrazino[2,1-c]pyrido[3,4-f][1,4]oxazepin-1-one